4-(imidazo[2,1-b][1,3,4]thiadiazol-6-yl)benzoic acid S1C=2N(N=C1)C=C(N2)C2=CC=C(C(=O)O)C=C2